[PH2](=O)OCC monoethyl hypophosphite